2-(4-((4'-(1,1,1,3,3,3-hexafluoro-2-hydroxypropan-2-yl)-[1,1'-biphenyl]-4-yl)methyl)-1-(pyridin-4-ylmethyl)piperazin-2-yl)acetic acid FC(C(C(F)(F)F)(O)C1=CC=C(C=C1)C1=CC=C(C=C1)CN1CC(N(CC1)CC1=CC=NC=C1)CC(=O)O)(F)F